C(C)O[Si](OCC)(OCC)C(C(=O)O)CC triethoxysilyl-butyric acid